C(C)(=O)N1[C@H]([C@@H]([C@H](C2=CC(=CC=C12)C(=O)NCCC#N)NC1=NC(=CC=C1)C)C)CC |r| rac-(2S,3R,4R)-1-acetyl-N-(2-cyanoethyl)-2-ethyl-3-methyl-4-((6-methylpyridin-2-yl)amino)-1,2,3,4-tetrahydroquinoline-6-carboxamide